(S)-N-(6-(3-(5,5-difluoropiperidin-2-yl)-1H-1,2,4-triazol-1-yl)-5-fluoropyridin-3-yl)-2-(6-(trifluoromethyl)pyridin-2-yl)acetamide FC1(CC[C@H](NC1)C1=NN(C=N1)C1=C(C=C(C=N1)NC(CC1=NC(=CC=C1)C(F)(F)F)=O)F)F